NC(C1=CN=C(N1)C=1C=C(OC=2C(=C3C=CNC3=CC2F)CCSCCCC(=O)O)C=CC1F)C1=CC(=CC=C1)Br 4-((2-(5-(3-(5-(amino(3-bromophenyl)methyl)-1H-imidazol-2-yl)-4-fluorophenoxy)-6-fluoro-1H-indol-4-yl)ethyl)thio)butanoic acid